1-{2-[(dimethylcarbamoyl)amino]acetyl}-4-fluoropyrrolidine-2-carboxamide CN(C(=O)NCC(=O)N1C(CC(C1)F)C(=O)N)C